1'-{2-[(2-acetyl-2,3-dihydro-1H-isoindol-5-yl)oxy]ethyl}-5-chloro-1,2-dihydrospiro[indole-3,4'-piperidin]-2-one C(C)(=O)N1CC2=CC=C(C=C2C1)OCCN1CCC2(CC1)C(NC1=CC=C(C=C12)Cl)=O